C(=O)(O)CCP(=O)(O)C1=CC=CC=C1 2-carboxyethyl-(phenyl)hypophosphorous acid